FC1CC(N2N=C(N=C21)C(=O)N[C@H]2COC1=C(N(C2=O)C)C=CC=C1)C1=CC=CC=C1 |r| 7-fluoro-5-phenyl-N-[rac-(3S)-5-methyl-4-oxo-2,3-dihydro-1,5-benzoxazepine-3-yl]-6,7-dihydro-5H-pyrrolo[1,2-b][1,2,4]Triazole-2-carboxamide